4-(2-methylhexadecan-2-yl)oxazol-2(3H)-one CC(C)(CCCCCCCCCCCCCC)C=1NC(OC1)=O